6-(6-chloropyridin-3-yl)-2-phenoxymethylimidazo[1,2-a]pyrimidine ClC1=CC=C(C=N1)C=1C=NC=2N(C1)C=C(N2)COC2=CC=CC=C2